7-(3-chlorophenyl)-5-iodo-4-methoxy-7H-pyrrolo[2,3-d]pyrimidine ClC=1C=C(C=CC1)N1C=C(C2=C1N=CN=C2OC)I